4-Amino-N-(2,3-dihydro-1H-inden-2-yl)-6-((2,3-dihydrobenzo[b][1,4]dioxin-6-yl)amino)picolinamide NC1=CC(=NC(=C1)NC1=CC2=C(OCCO2)C=C1)C(=O)NC1CC2=CC=CC=C2C1